C(C1=CC=CC=C1)OC1=NC(=CC=C1N1C(N(C2=C1C=CC(=C2)N2CCC(CC2)(OC)CC(=O)O)C)=O)OCC2=CC=CC=C2 2-(1-(1-(2,6-bis(benzyloxy)pyridin-3-yl)-3-methyl-2-oxo-2,3-dihydro-1H-benzo[d]imidazol-5-yl)-4-methoxypiperidin-4-yl)acetic acid